3-[4-(2,3-dichlorophenyl)piperazin-1-yl]-1-[3-chloro-10,11-dihydro-5H-dibenzo[b,f]azepin-5-yl]propan-1-one oxalate C(C(=O)O)(=O)O.ClC1=C(C=CC=C1Cl)N1CCN(CC1)CCC(=O)N1C2=C(CCC3=C1C=CC=C3)C=CC(=C2)Cl